1-phenyl-propene oxide C1(=CC=CC=C1)C1C(C)O1